BrC1=C(C=C(C=C1)I)COC1CC2=CC=CC=C2C1 2-[(2-bromo-5-iodophenyl)methoxy]-2,3-dihydro-1H-indene